C(C1=CC=CC=C1)OC1=NN(C(=C1)Br)CC 3-(benzyloxy)-5-bromo-1-ethyl-1H-pyrazole